(2-(7-chloro-2-methoxyquinoxalin-5-yl)-4-methyl-7,8-dihydro-[1,4]dioxino[2',3':3,4]benzo[1,2-d]thiazol-7-yl)methanol ClC1=CC(=C2N=CC(=NC2=C1)OC)C=1SC2=C(N1)C(=CC1=C2OCC(O1)CO)C